(S)-1-((S)-8-(4'-(Aminomethyl)-4-ethoxybiphenyl-3-ylsulfonyl)-1-oxa-8-azaspiro-[4.5]decan-3-ylamino)-3-(3-(isopropylsulfonyl)phenoxy)propan-2-ol NCC1=CC=C(C=C1)C1=CC(=C(C=C1)OCC)S(=O)(=O)N1CCC2(C[C@@H](CO2)NC[C@@H](COC2=CC(=CC=C2)S(=O)(=O)C(C)C)O)CC1